N-((1S,2S)-2-hydroxycyclopentyl)-5-methyl-4-((6-(1-methyl-1H-pyrazol-4-yl)pyridin-3-yl)methyl)-6-(1H-pyrazol-1-yl)picolinamide O[C@@H]1[C@H](CCC1)NC(C1=NC(=C(C(=C1)CC=1C=NC(=CC1)C=1C=NN(C1)C)C)N1N=CC=C1)=O